ClC=1C(=C(C=CC1F)C(=O)C1(CN(C1)C(C(F)(F)F)C)C)F (3-chloro-2,4-difluorophenyl)(3-methyl-1-(1,1,1-trifluoropropan-2-yl)azetidin-3-yl)methanone